6-(trifluoromethyl)imidazo[1,2-a]Pyridine-2-carboxamide FC(C=1C=CC=2N(C1)C=C(N2)C(=O)N)(F)F